(1R,2R)-1-(2-chlorophenyl)-1-(3-cyano-1-methyl-1H-pyrazol-4-yl)propan ClC1=C(C=CC=C1)[C@H](CC)C=1C(=NN(C1)C)C#N